FC=1C=C(CC2=NC(=NN2)NC(=O)[C@H]2OCCC2)C=CC1 (S)-N-(5-(3-fluorobenzyl)-1H-1,2,4-triazol-3-yl)tetrahydrofuran-2-carboxamide